C(C)(C)(C)OC(=O)N1CCC(CC1)CS(=O)(=O)C1=CC=C(C=C1)C1=CC(=CC(=C1)F)F 4-(((3',5'-Difluoro-[1,1'-biphenyl]-4-yl)sulfonyl)methyl)piperidine-1-carboxylic acid tert-butyl ester